5-{4-[4-(3,5-dimethylpyridin-2-yl)piperazine-1-carbonyl]phenyl}-5-propylimidazolidine-2,4-dione CC=1C(=NC=C(C1)C)N1CCN(CC1)C(=O)C1=CC=C(C=C1)C1(C(NC(N1)=O)=O)CCC